4-(4-(6-(((1R,4R,5R,6R)-6-fluoro-1,4-dimethyl-2-azabicyclo[2.2.1]heptan-5-yl)oxy)pyridazin-3-yl)-3-hydroxyphenyl)-1-methylpyridin-2(1H)-one F[C@H]1[C@@H]([C@]2(CN[C@@]1(C2)C)C)OC2=CC=C(N=N2)C2=C(C=C(C=C2)C2=CC(N(C=C2)C)=O)O